(S)-4-((7-chloro-1-methyl-6-(pyrazolo[1,5-a]pyridin-3-yloxy)-1H-imidazo[4,5-b]pyridin-2-yl)amino)-6-cyclopropyl-2-(tetrahydro-2H-pyran-3-yl)pyridazin-3(2H)-one ClC1=C2C(=NC=C1OC=1C=NN3C1C=CC=C3)N=C(N2C)NC=2C(N(N=C(C2)C2CC2)[C@@H]2COCCC2)=O